thiaundecane SCCCCCCCCCC